tert-butyl 4-(2-methyl-1,4,7-trioxo-3H-pyrido[3,4-d]pyridazin-6-yl)piperidine-1-carboxylate CN1NC(C=2C(C1=O)=CC(N(C2)C2CCN(CC2)C(=O)OC(C)(C)C)=O)=O